NC1=C(C(=NN1)Br)C#N amino-3-bromopyrazole-4-carbonitrile